3-(methoxymethyl)-1-methyl-4-(7-methyl-2-(tetrahydro-2H-pyran-2-yl)-3-vinyl-2H-pyrazolo[3,4-c]pyridin-5-yl)-1H-pyrazol-5-ol COCC1=NN(C(=C1C1=CC=2C(C(=N1)C)=NN(C2C=C)C2OCCCC2)O)C